5-bromo-2,7-dimethyl-indazol-6-ol BrC1=CC2=CN(N=C2C(=C1O)C)C